O=C1NC(CCC1NC1=CC=C(C=C1)CC(=O)OC(C)(C)C)=O tert-butyl 2-[4-[(2,6-dioxo-3-piperidyl)amino]phenyl]acetate